bis-[4-(ethanesulfonyloxy)phenyl]urea C(C)S(=O)(=O)OC1=CC=C(C=C1)NC(NC1=CC=C(C=C1)OS(=O)(=O)CC)=O